C(#N)C1=CN=CC(=N1)C(=O)N[C@@H](C(=O)N[C@@H]1B(OC2=C(C1)C=CC=C2C(=O)O)O)C2=CC(=C(C=C2)P(=O)(O)O)F (R)-3-((R)-2-(6-cyanopyrazine-2-carboxamido)-2-(3-fluoro-4-phosphonophenyl)acetamido)-2-hydroxy-3,4-dihydro-2H-benzo[e][1,2]oxaborinine-8-carboxylic acid